BrC1=C(C=C(OCCCC2CCN(CC2)CC(=O)OCC)C=C1)F ethyl 2-(4-(3-(4-bromo-3-fluorophenoxy)propyl)piperidin-1-yl)acetate